2-(7-phenyl-1,2,3,4-tetrahydronaphthalen-1-yl)acetic acid C1(=CC=CC=C1)C1=CC=C2CCCC(C2=C1)CC(=O)O